(3-isopropylidene-2,2-dimethylcyclobutyl)methoxymethylbenzene C(C)(C)=C1C(C(C1)COCC1=CC=CC=C1)(C)C